BrC=1C=CC(=C(C1)N1CCC(CC1)CC=C)[N+](=O)[O-] 1-(5-bromo-2-nitrophenyl)-4-(prop-2-ene-1-yl)piperidine